OC1=CC2=C(CN(CCC2)C(=O)OC(C)(C)C)C=C1 tert-butyl 7-hydroxy-1,3,4,5-tetrahydro-2H-benzo[c]azepine-2-carboxylate